2-(4-fluoro-3-(2-(2-fluoro-5-(trifluoromethoxy)benzyl)-2H-tetrazol-5-yl)phenyl)-2-hydroxy-propane-1-sulfonamide FC1=C(C=C(C=C1)C(CS(=O)(=O)N)(C)O)C=1N=NN(N1)CC1=C(C=CC(=C1)OC(F)(F)F)F